C[C@@H]1CNC(C=2N1C1=C(C2)C=CC(=N1)C(=O)NC1=C(C=C(C=C1)N1CCN(CC1)C1COC1)S(N)(=O)=O)=O (R)-9-methyl-N-(4-(4-(oxetan-3-yl)piperazin-1-yl)-2-sulfamoylphenyl)-6-oxo-6,7,8,9-tetrahydropyrido[3',2':4,5]pyrrolo[1,2-a]pyrazine-2-carboxamide